2-(6-(4-(1-Ethylpiperidin-4-yl)phenyl)-4,7-dimethyl-2H-indazol-2-yl)-2-((R)-6-fluoro-6,7-dihydro-5H-pyrrolo[1,2-c]imidazol-1-yl)-N-(thiazol-2-yl)acetamide C(C)N1CCC(CC1)C1=CC=C(C=C1)C=1C=C(C2=CN(N=C2C1C)C(C(=O)NC=1SC=CN1)C1=C2N(C=N1)C[C@@H](C2)F)C